(chloromethyl)-3-methoxy-2-methylbenzene ClCC1=C(C(=CC=C1)OC)C